(R)-N-ethyl-(1-phenylethyl)amine C(C)N[C@H](C)C1=CC=CC=C1